2-[4-[(2S)-2-[[4-[(3S)-4-tert-butoxycarbonyl-3-(cyanomethyl)piperazin-1-yl]-6-chloro-8-fluoro-7-(3-hydroxy-1-naphthyl)quinazolin-2-yl]oxymethyl]pyrrolidin-1-yl]butoxy]acetic acid C(C)(C)(C)OC(=O)N1[C@H](CN(CC1)C1=NC(=NC2=C(C(=C(C=C12)Cl)C1=CC(=CC2=CC=CC=C12)O)F)OC[C@H]1N(CCC1)CCCCOCC(=O)O)CC#N